(r)-tert-butyl 3-amino-3-methylpropionate N[C@@H](CC(=O)OC(C)(C)C)C